ClC=1C=C(C=C(C1)C=1C=CC(=NC1C)N)N1CCN(CC1)C 5-[5-chloro-3-(4-methylpiperazin-1-yl)phenyl]-6-methylpyridin-2-amine